CC(C(=O)C1=CC=C(C=C1)SC)(C)S(=O)(=O)C1=CC=C(C=C1)C 2-methyl-2-[(4-methylphenyl)sulfonyl]-1-[4-(methylthio)phenyl]-1-propanone